ClC1=C(C=CC=C1)CC(=O)NC1=CC(=C(C=C1)C=1C=NC=C(C1)OC)S(N=CN(C)C)(=O)=O 2-(2-chlorophenyl)-N-[3-{[(dimethylamino)methylidene]Sulfamoyl}-4-(5-methoxypyridin-3-yl)phenyl]Acetamide